(S)-8-(6-amino-5-((5-chloro-3,4-dihydro-2H-benzo[b][1,4]oxazin-6-yl)thio)pyrazin-2-yl)-2-oxa-8-azaspiro[4.5]decan-4-amine NC1=C(N=CC(=N1)N1CCC2([C@@H](COC2)N)CC1)SC1=C(C2=C(OCCN2)C=C1)Cl